C(C)(C)(C)OC(=O)NC1CCN(CC1)C(CCCCC[P+](C1=CC=CC=C1)(C1=CC=CC=C1)C1=CC=CC=C1)=O [6-[4-(tert-butoxycarbonylamino)-1-piperidyl]-6-oxo-hexyl]-triphenyl-phosphonium